tetrapropyl-(sulfophenoxy)-benzenesulfonic acid C(CC)C1=C(C(=C(C(=C1S(=O)(=O)O)OC1=C(C=CC=C1)S(=O)(=O)O)CCC)CCC)CCC